(2,6-Dichloropyridin-4-yl)methyl (S)-3-(4-carbamoylphenyl)-2-(2-chloroacetamido)propanoate C(N)(=O)C1=CC=C(C=C1)C[C@@H](C(=O)OCC1=CC(=NC(=C1)Cl)Cl)NC(CCl)=O